3-amino-4-bromo-6-chloropyridine-2-carboxylic acid methyl ester COC(=O)C1=NC(=CC(=C1N)Br)Cl